NCC(=O)NCSCCC1=C(C=C(C=C1)[N+](=O)[O-])Cl 2-amino-N-([[2-(2-chloro-4-nitrophenyl)ethyl]sulfanyl]methyl)-acetamide